OC1=C(N(C=CC1=O)C)C 3-Hydroxy-1,2-dimethyl-4(1H)-pyridone